N-{[1-(2-methoxyethyl)-3,5-dimethyl-1H-pyrazol-4-yl]methyl}-4-(1H-pyrrolo[3,2-c]pyridin-4-yl)benzamide COCCN1N=C(C(=C1C)CNC(C1=CC=C(C=C1)C1=NC=CC2=C1C=CN2)=O)C